FC1=CC=C(C=C1)NC([C@@H](C)C12CC(C1)(C2)NC(=O)C2=CC1=CC=CC=C1C=C2)=O (S)-N-(3-(1-((4-fluorophenyl)amino)-1-oxopropan-2-yl)bicyclo[1.1.1]pentan-1-yl)-2-naphthamide